2'-[5-Fluoro-2-[[5-(1-methylpiperidin-4-yl)pyridin-2-yl]amino]pyrimidin-4-yl]-5'-[(4-methoxyphenyl)methyl]-3'-methylspiro[cyclopropane-1,6'-thieno[2,3-c]pyrrole]-4'-one FC=1C(=NC(=NC1)NC1=NC=C(C=C1)C1CCN(CC1)C)C1=C(C2=C(C3(N(C2=O)CC2=CC=C(C=C2)OC)CC3)S1)C